BrC=1C=C(C2=C(N=C(O2)C)C1)F 5-bromo-7-fluoro-2-methylbenzo[d]oxazole